OC1=C(C=C(C=C1)C1=CC(=C(C=C1)O)C(=O)O)C(=O)O 4,4'-dihydroxy-[1,1'-biphenyl]-3,3'-dicarboxylic acid